6-amino-3-[3,4-dihydroxy-5-(hydroxymethyl)oxolan-2-yl]-1,4-dihydro-1,3,5-triazin-2-one NC1=NCN(C(N1)=O)C1OC(C(C1O)O)CO